CC(C=CC(=O)O)C 4-Methylpent-2-enoic Acid